biscyclopentadienyl-bis(2,3,5,6-tetrafluorobenzene-1-yl)titanium C1(C=CC=C1)[Ti](C1=C(C(=CC(=C1F)F)F)F)(C1=C(C(=CC(=C1F)F)F)F)C1C=CC=C1